1-(4-methoxyphenyl)propane-1,2-dione COC1=CC=C(C=C1)C(C(C)=O)=O